N1(N([C@@H](CCC1)C(=O)[O-])C(=O)[O-])C(=O)OCCCC butyl (S)-tetrahydropyridazine-1,2,3-tricarboxylate